ClC1=CC=C(C=C1)C=1C(=CC=NC1)C(=O)[C@@H]1C(C(N(C1)C1CCOCC1)=O)=O |r| rac-5-(4-chlorophenyl)-4-picolinoyl-1-(tetrahydro-2H-pyran-4-yl)pyrrolidine-2,3-dione